2-((1R,2R)-1-(2-cyanophenyl)-1-(3-fluoro-1H-pyrazol-4-yl)propan-2-yl)-5-hydroxy-N-(isoxazol-4-yl)-1-methyl-6-oxo-1,6-dihydropyrimidine-4-carboxamide C(#N)C1=C(C=CC=C1)[C@@H]([C@@H](C)C=1N(C(C(=C(N1)C(=O)NC=1C=NOC1)O)=O)C)C=1C(=NNC1)F